N1(CCC1)Cl (Z)-azetidinyl chloride